2-bromo-4-(trifluoromethyl)pyridine tert-butyl-(5-(aminomethyl)-6-methylpyridin-2-yl)carbamate C(C)(C)(C)N(C(O)=O)C1=NC(=C(C=C1)CN)C.BrC1=NC=CC(=C1)C(F)(F)F